ClC=1C(=C2C(=C3C=CC(=NC13)OC[C@@H]1OCCC1)COC2)C2=CC=C(C1=C2C(=C(S1)NC(OC(C)(C)C)=O)C#N)F tert-Butyl N-[4-[5-chloro-7-[[(2R)-tetrahydrofuran-2-yl]methoxy]-1,3-dihydrofuro[3,4-f]quinolin-4-yl]-3-cyano-7-fluoro-benzothiophen-2-yl]carbamate